3-(4-(4-((3,5-difluoropyridin-2-yl)methoxy)-6-methyl-2-oxopyridin-1(2H)-yl)-5-methylpyridin-2-yl)propiolaldehyde FC=1C(=NC=C(C1)F)COC1=CC(N(C(=C1)C)C1=CC(=NC=C1C)C#CC=O)=O